CN1CCN(CC1)C1=CC=C(N=N1)N1C(NC2=C1C=CC=C2)=O 1-(6-(4-methylpiperazin-1-yl)pyridazin-3-yl)-1H-benzo[d]imidazol-2(3H)-one